OCC1CCC(CC1)N1N=C2C=C(C(=CC2=C1)NC(=O)C=1C=NC=C(C1)C)OC N-[2-[4-(hydroxymethyl)cyclohexyl]-6-methoxy-indazol-5-yl]-5-methyl-pyridine-3-carboxamide